N1=C(C=CC=C1)S(=O)(=O)N1CCC(CC1)C(=O)NC=1C=CC2=C(N=CS2)C1 1-(pyridin-2-ylsulfonyl)-N-(benzo[d]thiazol-5-yl)-piperidine-4-carboxamide